C(O)C(CC(CCC)CO)NC(=O)N 1,3-dimethylolhexyl-urea